1,4-diphenyl-ethynyl-benzene C1(=CC=CC=C1)C#CC1=CC=C(C=C1)C1=CC=CC=C1